[Mg].CCC propane magnesium salt